C[C@H](C1=CC=CC=C1)N R-(+)-α-Methylbenzylamine